CC=1C=C(C=NC1N1CCNCC1)CC=1N=C2C(=NC(=NN2C1)NC(CC)CC)N ((5-methyl-6-(piperazin-1-yl)pyridin-3-yl)methyl)-N2-(pentan-3-yl)imidazo[2,1-f][1,2,4]triazine-2,4-diamine